tert-Butyl ((1-(6-amino-5-((3-amino-2-chlorophenyl)thio)pyrazin-2-yl)-4-fluoropiperidinyl)methyl)carboxylate NC1=C(N=CC(=N1)N1C(CC(CC1)F)CC(=O)OC(C)(C)C)SC1=C(C(=CC=C1)N)Cl